methyl 6-(5-azaspiro[2.3]hexan-5-yl)-1-benzofuran-2-carboxylate C1CC12CN(C2)C2=CC1=C(C=C(O1)C(=O)OC)C=C2